4'-bromo-6'-fluoro-1'-(trifluoromethyl)spiro[1,3-dioxolane-2,7'-5,6-dihydrocyclopenta[c]pyridine] BrC=1C2=C(C(=NC1)C(F)(F)F)C1(C(C2)F)OCCO1